NC=1C=C(C=CC1)S(=O)(=O)NC(=O)C=1C(=NC(=CC1)C(C)(C)C)C1=CC=C(C=C1)C(F)(F)F N-(3-Aminophenyl)sulfonyl-6-tert-butyl-2-[4-(trifluoromethyl)phenyl]pyridin-3-carboxamid